COC1=C(CN(S(=O)(=O)C2=NC=CC(=C2)NC(C2=C(N=C(C(=C2)C(F)(F)F)C2CC2)N2CCC(CCC2)(F)F)=O)CC2=C(C=C(C=C2)OC)OC)C=CC(=C1)OC N-(2-(N,N-bis(2,4-dimethoxybenzyl)-sulfamoyl)pyridin-4-yl)-6-cyclopropyl-2-(4,4-difluoroazepan-1-yl)-5-(trifluoromethyl)-nicotinamide